C(C)OC[C@@]1(CN(CC1)C(C)(C)C=1C=NC=CC1)CCC=1SC=CC1 |o1:4| (S or R)-3-(2-(3-(ethoxy-methyl)-3-(2-(thiophen-2-yl)ethyl)pyrrolidin-1-yl)propan-2-yl)pyridine